Ethyl 2-(4-(((2-(1H-indazol-4-yl)-4-morpholinothieno[3,2-d]pyrimidin-6-yl)methylamino)methyl)piperidin-1-yl)pyrimidine-5-carboxylate N1N=CC2=C(C=CC=C12)C=1N=C(C2=C(N1)C=C(S2)CNCC2CCN(CC2)C2=NC=C(C=N2)C(=O)OCC)N2CCOCC2